(2R,4aS,6aS,12bR,14aS,14bR)-9,10-dihydroxy-2,4a,6a,9,12b,14a-hexamethyl-11-oxo-1,2,3,4,4a,5,6,6a,9,10,11,12b,13,14,14a,14b-hexadecahydropicene-2-carboxylic acid methyl ester COC(=O)[C@]1(C[C@H]2[C@@]3(CC[C@]4(C5=CC(C(C(C5=CC=C4[C@]3(CC[C@]2(CC1)C)C)(C)O)O)=O)C)C)C